ClC=1C=C(C=CC1F)NC(N(C)[C@@H](C)C1=NNC(C2=C(C=CC=C12)F)=O)=O (S)-3-(3-chloro-4-fluorophenyl)-1-(1-(5-fluoro-4-oxo-3,4-dihydrophthalazin-1-yl)ethyl)-1-methylurea